N-(3alpha,7alpha-dihydroxy-4beta-fluoro-6alpha-ethyl-5beta-cholan-24-yl)-4-trifluoromethylphenyl-sulfonamide O[C@H]1[C@@H]([C@H]2[C@H]([C@H]([C@H]3[C@@H]4CC[C@H]([C@@H](CCCNS(=O)(=O)C5=CC=C(C=C5)C(F)(F)F)C)[C@]4(CC[C@@H]3[C@]2(CC1)C)C)O)CC)F